4-((R)-2-((S)-2-(tert-Butoxycarbonyl)-1,2,3,4-tetrahydroisoquinolin-3-yl)-2-hydroxyethyl)-1-ethyl-5-oxo-2,3,4,5-tetrahydro-1H-benzo[e][1,4]diazepine C(C)(C)(C)OC(=O)N1CC2=CC=CC=C2C[C@H]1[C@@H](CN1CCN(C2=C(C1=O)C=CC=C2)CC)O